ClC=1C=C(C=CC1C(N(C)C)=O)C1=NN=C(S1)N1CC2(CC1)CCN(CC2)C(=O)OC(C)(C)C tert-butyl 2-(5-(3-chloro-4-(dimethylcarbamoyl)phenyl)-1,3,4-thiadiazol-2-yl)-2,8-diazaspiro[4.5]decane-8-carboxylate